8-(4-(4-(6-(2-(2,6-dioxopiperidin-3-yl)-1-oxoisoindolin-4-yl)hex-5-yn-1-yl)piperazin-1-yl)piperidin-1-yl)-9-ethyl-6,6-dimethyl-11-OxO-6,11-dihydro-5H-benzo[b]carbazole-3-carbonitrile O=C1NC(CCC1N1C(C2=CC=CC(=C2C1)C#CCCCCN1CCN(CC1)C1CCN(CC1)C=1C(=CC2=C(C(C=3NC4=CC(=CC=C4C3C2=O)C#N)(C)C)C1)CC)=O)=O